7-((5S)-1-(4-amino-1,3-dihydrofuro[3,4-c][1,7]naphthyridine-8-carbonyl)-5-methylpiperidin-2-yl)-5-chlorospiro[benzo[b][1,4]oxazine-2,1'-cyclopropan]-3(4H)-one NC1=NC=2C=NC(=CC2C2=C1COC2)C(=O)N2C(CC[C@@H](C2)C)C=2C=C(C1=C(OC3(CC3)C(N1)=O)C2)Cl